(3R,5R)-5-(3-((2-(methoxymethyl) pyrazolo[1,5-a]pyrazin-4-yl)amino)-1H-pyrazol-5-yl)tetrahydrofuran-3-yl(1,1,1-trifluoro-2-methylpropan-2-yl)carbamate COCC1=NN2C(C(=NC=C2)NC2=NNC(=C2)[C@H]2C[C@H](CO2)N(C([O-])=O)C(C(F)(F)F)(C)C)=C1